C(CCCCCCC\C=C/CCCCCCCC)(=O)O.C(CCCCCCC\C=C/CCCCCCCC)(=O)O.C12CCC(CC1)C2 bicyclo[2.2.1]heptane dioleate